ClC1=C(C=CC=C1)CC(=O)NC1=C(C=C(C(=C1)S(N=CN(C)C)(=O)=O)N1N=CC(=C1)C(F)(F)F)C(F)(F)F 2-(2-chlorophenyl)-N-(5-{[(dimethylamino)methylene]Sulfamoyl}-2-(trifluoromethyl)-4-[4-(trifluoromethyl)-1H-pyrazol-1-yl]Phenyl)acetamide